2-methyl-1,7-heptanediamine CC(CN)CCCCCN